ClC1=CC=C(C=C1)C=1N=C(SC1)N1C(=NC2=CC(=CC=C2C1=O)F)C(C(F)(F)F)F 3-(4-(4-Chlorophenyl)thiazol-2-yl)-7-fluoro-2-(1,2,2,2-tetrafluoroethyl)quinazolin-4(3H)-one